N-((3-Fluorophenyl)(2-(trifluoromethyl)benzofuran-3-yl)methylene)acetamide FC=1C=C(C=CC1)C(=NC(C)=O)C1=C(OC2=C1C=CC=C2)C(F)(F)F